6-bromo-8-(1-bromoethyl)-2-morpholino-4H-chromen-4-one BrC=1C=C2C(C=C(OC2=C(C1)C(C)Br)N1CCOCC1)=O